(R)-3-(((R)-3-(5-hydroxy-6-oxo-1,6-dihydropyrimidin-4-yl)-2-(4-((4-(morpholinomethyl)phenyl)ethynyl)phenyl)propyl)amino)butanenitrile OC1=C(N=CNC1=O)C[C@@H](CN[C@@H](CC#N)C)C1=CC=C(C=C1)C#CC1=CC=C(C=C1)CN1CCOCC1